7-(8-ethylnaphthalen-1-yl)-2-((hexahydro-1H-pyrrolizin-7a-yl)methoxy)-5,6,7,8-tetrahydropyrido[3,4-d]pyrimidin-4-ol C(C)C=1C=CC=C2C=CC=C(C12)N1CC=2N=C(N=C(C2CC1)O)OCC12CCCN2CCC1